2-(L-valyl)-2,6-diazaspiro[3.6]decan N[C@@H](C(C)C)C(=O)N1CC2(C1)CNCCCC2